CN1[C@@H](CCC1)C1=CC=2C=NC(=CC2N1)NC(C1=NC=C(C=C1)C=1C=NNC1)=O (S)-N-(2-(1-methylpyrrolidin-2-yl)-1H-pyrrolo[3,2-c]pyridin-6-yl)-5-(1H-pyrazol-4-yl)picolinamide